C(CCCCCCCC)OC(CCC1=CC(=C(C(=C1)C(C)(C)C)O)C)=O nonyl-3-(3-methyl-5-t-butyl-4-hydroxyphenyl)propionate